C(CCC)OC=1N=C(C2=C(N1)C(=NN2)CC2=C(C=C(C=C2)CN2CC1CNCC1C2)OC)N 5-Butoxy-3-(4-((hexahydropyrrolo[3,4-c]pyrrol-2(1H)-yl)methyl)-2-methoxybenzyl)-1H-pyrazolo[4,3-d]pyrimidin-7-amine